ClC=1N(C2=C(C(=CC=C2C1SC=1C(=C(C(=O)O)C=CC1)F)Cl)F)C=1C=NN(C1)CC 3-((2,6-dichloro-1-(1-ethyl-1H-pyrazol-4-yl)-7-fluoro-1H-indol-3-yl)thio)-2-fluorobenzoic acid